NC1=C(C=C2C(=N1)C(=C(N2)C(=O)N([C@@H]2CCCC=1C=CC=NC21)CC2=NC=C(C=C2)C2=C(C=CC=C2F)F)I)C (R)-5-amino-N-((5-(2,6-difluorophenyl)pyridin-2-yl)methyl)-3-iodo-6-methyl-N-(5,6,7,8-tetrahydroquinolin-8-yl)-1H-pyrrolo[3,2-b]pyridine-2-carboxamide